2-(3-cyanophenyl)-3-(2,6-dimethyl-4-pyridinyl)-N-[1-(3-hydroxyoxetan-3-yl)ethyl]pyrazolo[1,5-a]pyrimidine-5-carboxamide C(#N)C=1C=C(C=CC1)C1=NN2C(N=C(C=C2)C(=O)NC(C)C2(COC2)O)=C1C1=CC(=NC(=C1)C)C